3',4'-Difluoro-3-[1-oxo-6-(1H-[1,2,3]triazol-4-yl)-1,3-dihydroisoindol-2-yl]biphenyl-4-carboxylic acid 1-(dimethylamino)propan-2-yl ester CN(CC(C)OC(=O)C1=C(C=C(C=C1)C1=CC(=C(C=C1)F)F)N1C(C2=CC(=CC=C2C1)C=1N=NNC1)=O)C